FC1(CC(CC1)C1=NC=2C=C(C(=CC2C2=C1CCC2)OC)OCCCN2CCCC2)F 4-(3,3-difluorocyclopentyl)-8-methoxy-7-(3-(pyrrolidin-1-yl)propoxy)-2,3-dihydro-1H-cyclopenta[c]quinoline